C1(=CC=CC=C1)S(=O)(=O)/C=C/CNC(=O)C=1C(NC=2CCN(CC2C1)C(=O)OCCF)=O 2-fluoroethyl 3-{[(2E)-3-(benzenesulfonyl) prop-2-en-1-yl] carbamoyl}-2-oxo-1,2,5,6,7,8-hexahydro-1,6-naphthyridine-6-carboxylate